4,6-di-tert-pentylphenol C(C)(C)(CC)C1=CC=C(C(=C1)C(C)(C)CC)O